C1(CCCCC1)CCC(N[C@H](C=O)CC1C(NC2(C1)CCOCC2)=O)=O (2S)-3-cyclohexyl-1-oxo-1-((1-oxo-3-(2-oxo-8-oxa-1-azaspiro[4.5]decan-3-yl)propan-2-yl)amino)propan